ClC1=C(C=CC=C1N)S 2-chloro-3-aminobenzenethiol